N1N=CC(=C1)CC(=O)O 1H-pyrazol-4-yl-acetic acid